4-(1,1-Difluoroethyl)-2-(dimethylamino)-6H-1,3-oxazin-6-on FC(C)(F)C=1N=C(OC(C1)=O)N(C)C